4-(6-(3-azabicyclo[3.1.0]hexan-3-yl)pyrazin-2-yl)-1H-1,2,3-triazol C12CN(CC2C1)C1=CN=CC(=N1)C=1N=NNC1